C12CN(CC(O1)C2)C(=O)N 6-oxa-3-azabicyclo[3.1.1]heptane-3-carboxamide